3-((4-nitro-1-(4-oxaspiro[2.5]octan-7-yl)-1H-pyrazol-3-yl)oxy)propan-1-ol [N+](=O)([O-])C=1C(=NN(C1)C1CCOC2(CC2)C1)OCCCO